4-(benzyloxy)-3-chloro-5-(1,3-dioxolan-2-yl)benzoic acid C(C1=CC=CC=C1)OC1=C(C=C(C(=O)O)C=C1C1OCCO1)Cl